3-(cyclopropoxymethyl)-1-methyl-4-(7-methyl-1-(tetrahydro-2H-pyran-2-yl)-3-vinyl-1H-pyrazolo[3,4-c]pyridin-5-yl)-1H-pyrazol-5-ol C1(CC1)OCC1=NN(C(=C1C=1C=C2C(=C(N1)C)N(N=C2C=C)C2OCCCC2)O)C